1-(5-((9-(4-(tert-Butyl)pyridin-2-yl)-9H-carbazol-2-yl)oxy)benzofuran-3-yl)-3-(methyl-d3)-1H-benzo[d]imidazol-3-ium tetrafluoroborate F[B-](F)(F)F.C(C)(C)(C)C1=CC(=NC=C1)N1C2=CC=CC=C2C=2C=CC(=CC12)OC=1C=CC2=C(C(=CO2)N2C=[N+](C3=C2C=CC=C3)C([2H])([2H])[2H])C1